(1R)-1-[4-ethoxy-3-(1-methylpyrazol-4-yl)phenyl]ethylamine C(C)OC1=C(C=C(C=C1)[C@@H](C)N)C=1C=NN(C1)C